tert-butyl (tert-butoxycarbonyl)(7-(2-fluoro-3-(1-(2-(4-fluorophenyl)propan-2-yl)-1H-pyrazol-4-yl)phenyl)-[1,2,4]triazolo[1,5-a]pyridin-2-yl)carbamate C(C)(C)(C)OC(=O)N(C(OC(C)(C)C)=O)C1=NN2C(C=C(C=C2)C2=C(C(=CC=C2)C=2C=NN(C2)C(C)(C)C2=CC=C(C=C2)F)F)=N1